C(C)N1CCN(CC1)C1=NC2=CC=C(C=C2C(=C1)C)NC(=S)N1CCC(CC1)N1CCCCC1 N-(2-(4-ethylpiperazin-1-yl)-4-methylquinolin-6-yl)-[1,4'-bipiperidine]-1'-thiocarboxamide